3-cyclopropyl-N-(2-(methylsulfonyl)pyridin-4-yl)-1-((tetrahydro-2H-pyran-4-yl)methyl)-4-(2,2,2-trifluoroethyl)-1H-pyrazole-5-carboxamide C1(CC1)C1=NN(C(=C1CC(F)(F)F)C(=O)NC1=CC(=NC=C1)S(=O)(=O)C)CC1CCOCC1